6-hydrazino-8-methyl-9-(naphthalene-1-yl)-9H-purine N(N)C1=C2N=C(N(C2=NC=N1)C1=CC=CC2=CC=CC=C12)C